OC=1C=C(C=CC1)C=1C2=CC=C(N2)C(=C2C=CC(C(=C3C=CC(=C(C=4C=CC1N4)C4=CC(=CC=C4)O)N3)C3=CC(=CC=C3)O)=N2)C2=CC(=CC=C2)O 5,10,15,20-tetra(3-hydroxyphenyl)porphyrin